CC1=CC(=C(C=C1)N2C(=O)C3=C4C(=C(C=C3)N)C=CC=C4C2=O)C 4-amino-N-2,4-xylyl-1,8-naphthalimide